[Cl-].COC(CC1CCC(CC1)[NH3+])=O (1s,4s)-4-(2-Methoxy-2-oxoethyl)cyclohexan-1-aminium chloride